4-((5,6-Dimethoxypyridin-3-yl)amino)-6-acetyl-1H-indole-2-carboxylic acid COC=1C=C(C=NC1OC)NC1=C2C=C(NC2=CC(=C1)C(C)=O)C(=O)O